1,1-difluoromethyl-N,N-diethylamine FCC(C)(NCC)CF